1-(tert-butylamino)-N-(3,4-dichlorophenyl)-6,7,8,9-tetrahydro-5H-5,8-epiminocyclohepta[c]pyridine-10-carboxamide C(C)(C)(C)NC1=NC=CC2=C1CC1CCC2N1C(=O)NC1=CC(=C(C=C1)Cl)Cl